N1CCCCC1 (3R)-piperidin